bicyclo[4.1.0]hept-1,3,5-triene C12=CC=CC=C2C1